5-(3-(trans-4-(3-hydroxypropyl)cyclohexyl)-4,4-dimethyl-5-oxo-2-thioxoimidazolidin-1-yl)-3-(trifluoromethyl)pyridinecarbonitrile OCCC[C@@H]1CC[C@H](CC1)N1C(N(C(C1(C)C)=O)C=1C=C(C(=NC1)C#N)C(F)(F)F)=S